Cl.C1C(CC12CCNCC2)C(=O)OCC=O 2-oxoethyl 7-azaspiro[3.5]nonane-2-carboxylate hydrochloride